3-[(2,6-difluorophenyl)amino]-2-[2-methoxypyrido[3,2-d]pyrimidin-8-yl]-1H,5H,6H,7H-pyrrolo[3,2-c]pyridin-4-one FC1=C(C(=CC=C1)F)NC1=C(NC2=C1C(NCC2)=O)C2=CC=NC1=C2N=C(N=C1)OC